3-(difluoromethyl)-N-methylbenzamide FC(C=1C=C(C(=O)NC)C=CC1)F